CC[CH2-].[Mg+2].[Br-] n-propylmagnesium bromide